C(C1=CC=CC=C1)C1(N=C(OC(C1)(C)C)C=1C=NC2=C(C=CC=C2C1)F)C(F)(F)F 4-benzyl-2-(8-fluoro-3-quinolyl)-6,6-dimethyl-4-(trifluoromethyl)-5H-1,3-oxazine